CN1CC2(CC1)CCN(CC2)C=2C1=C(N=C(N2)C2=CC=NC=C2)C=NC=C1O 4-(2-methyl-2,8-diazaspiro[4.5]decan-8-yl)-2-(pyridin-4-yl)pyrido[3,4-d]pyrimidin-5-ol